C(C)OC(=O)C1=CN=C(S1)C1=CC(=NC=C1)N1CCCC1.N1=CC(=CC=C1)C1=C(C=CC=C1)C=1C(=C(C=CC1)C1=C(C=CC=C1)C=1C=NC=CC1)C1=C(C=CC=C1)C=1C=NC=CC1 tris(pyrid-3-yl-phenyl)benzene ethyl-2-(2-(pyrrolidin-1-yl)pyridin-4-yl)thiazole-5-carboxylate